C(C)(C)(C)C1C(C(CCC1)C(=O)O)C(=O)O 3-t-butylcyclohexane-1,2-dicarboxylic acid